The molecule is a 2',3'-dideoxyribonucleoside diphosphate oxoanion obtained from 2',3'-dideoxythymidine diphosphate by deprotonation of the diphosphate OH groups; major species at pH 7.3. CC1=CN(C(=O)NC1=O)[C@H]2CC[C@H](O2)COP(=O)([O-])OP(=O)([O-])[O-]